FC1=CC=C(C=C1)C1=CN(C=2N=CN=C(C21)N)C 5-(4-fluorophenyl)-7-methyl-7H-pyrrolo[2,3-d]pyrimidin-4-amine